1-cyclopropyl-4-(4,5-dioxaborolan-2-yl)pyrazole C1(CC1)N1N=CC(=C1)C1BOOC1